2-[[2-(1-methylpyrazol-4-yl)tetrahydrofuran-2-carbonyl]amino]-4-[2-phenoxyethyl-[4-(5,6,7,8-tetrahydro-1,8-naphthyridin-2-yl)butyl]amino]butanoic acid CN1N=CC(=C1)C1(OCCC1)C(=O)NC(C(=O)O)CCN(CCCCC1=NC=2NCCCC2C=C1)CCOC1=CC=CC=C1